(4R)-1-(2-(3-acetyl-6-hydroxy-5-(2-methylpyrimidin-5-yl)-1H-indol-1-yl)acetyl)-N-(2'-chloro-2-fluoro-[1,1'-biphenyl]-3-yl)-4-fluoropyrrolidine-2-carboxamide C(C)(=O)C1=CN(C2=CC(=C(C=C12)C=1C=NC(=NC1)C)O)CC(=O)N1C(C[C@H](C1)F)C(=O)NC=1C(=C(C=CC1)C1=C(C=CC=C1)Cl)F